CN(C1(CCC2(CN(C(N2)=O)C=2C=NC(=NC2)N(C)CCO)CC1)C=1SC=CC1)C cis-8-dimethylamino-3-[2-[(2-hydroxy-ethyl)-methyl-amino]-pyrimidin-5-yl]-8-thiophen-2-yl-1,3-diazaspiro[4.5]decan-2-one